{4-[4-Isopropylamino-6-(6-trifluoromethyl-pyridin-2-yl)-[1,3,5]triazin-2-ylamino]-pyridin-2-yl}-propan-1-one C(C)(C)NC1=NC(=NC(=N1)C1=NC(=CC=C1)C(F)(F)F)NC1=CC(=NC=C1)C(CC)=O